COC[C@H](CCC1=C(C=CC(=C1)C)S(=O)(=O)[O-])C1=C(C=CC(=C1)C)S(=O)(=O)[O-] (3R)-4-methoxybutane-1,3-diylbis(4-methylbenzene-1-sulfonate)